C(C1=CC=CC=C1)OC=1C=C2C(=NC(=NC2=CC1OC)NN)N[C@H](C)C1=C(C(=CC=C1)C(F)(F)F)C 6-(benzyloxy)-2-hydrazino-7-methoxy-N-[(1R)-1-(2-methyl-3-(trifluoromethyl)phenyl)ethyl]Quinazoline-4-amine